2-[4-[4-[4-[(2,6-dioxo-3-piperidyl)amino]-2,6-difluoro-phenyl]-1-piperidyl]cyclohexyl]ethyl (4-nitrophenyl) carbonate C(OCCC1CCC(CC1)N1CCC(CC1)C1=C(C=C(C=C1F)NC1C(NC(CC1)=O)=O)F)(OC1=CC=C(C=C1)[N+](=O)[O-])=O